2-(4-((4-amino-7-isopropyl-5-(4-phenoxyphenyl)-7H-pyrrolo[2,3-d]pyrimidin-6-yl)ethynyl)piperidin-1-yl)propan-1-ol NC=1C2=C(N=CN1)N(C(=C2C2=CC=C(C=C2)OC2=CC=CC=C2)C#CC2CCN(CC2)C(CO)C)C(C)C